(tetrahydro-2H-pyran-4-yl)-5,6-dihydropyrido[3,4-d]pyrimidine-7(8H)-carboxylic acid tert-butyl ester C(C)(C)(C)OC(=O)N1CC=2N=C(N=CC2CC1)C1CCOCC1